C1(CC1)C=1C2=C(N=C(N1)NC1=C(C=C(C=C1)P(C)(C)=O)OC)NC=C2C(F)(F)F (4-((4-cyclopropyl-5-(trifluoromethyl)-7H-pyrrolo[2,3-d]pyrimidin-2-yl)amino)-3-methoxyphenyl)dimethyl-phosphine oxide